C(CC)OC(=O)C1=C(C=CC=C1)C1C2C=CC(C1)C2=O 5-(n-propoxycarbonylphenyl)-7-oxo-bicyclo[2.2.1]Hept-2-ene